1-(2-Fluorophenyl)-7-(trifluoromethyl)pyrido[2,3-d]pyrimidine-2,4(1H,3H)-dione FC1=C(C=CC=C1)N1C(NC(C2=C1N=C(C=C2)C(F)(F)F)=O)=O